(2S,4r,6S)-7-((5-methoxy-7-methyl-1H-indol-4-yl)methyl)-6-(4-(morpholine-4-carbonyl)phenyl)-7-azaspiro[3.5]nonane-2-carbonitrile COC=1C(=C2C=CNC2=C(C1)C)CN1[C@@H](CC2(CC(C2)C#N)CC1)C1=CC=C(C=C1)C(=O)N1CCOCC1